C(C(O)C1=CC(OC)=C(O)C=C1)(=O)O anti-Vanilmandelic acid